3-isobutyryl-5-isopropylthiophene-2-carboxylic acid methyl ester COC(=O)C=1SC(=CC1C(C(C)C)=O)C(C)C